silolamine [SiH]1(C=CC=C1)N